6-Chloro-3-[[(1R)-1-[3,6-dimethyl-2-(2-methyl-pyrazolo[3,4-b]pyridin-5-yl)-4-oxo-chromen-8-yl]-ethyl]amino]pyridine-2-carboxylic acid ClC1=CC=C(C(=N1)C(=O)O)N[C@H](C)C=1C=C(C=C2C(C(=C(OC12)C1=CC=2C(N=C1)=NN(C2)C)C)=O)C